4-hexenoic acid C(CCC=CC)(=O)O